(E)-(3-(4-ethoxy-3-methoxyphenyl)acryloyl)-L-alanine methyl ester COC([C@@H](NC(\C=C\C1=CC(=C(C=C1)OCC)OC)=O)C)=O